1-[3-(5-cyclopropylpyrimidin-2-yl)pyrazin-2-yl]ethanone C1(CC1)C=1C=NC(=NC1)C=1C(=NC=CN1)C(C)=O